(R)-2-(3-(cyclobutyl(4-methyl-4H-1,2,4-triazol-3-yl)methyl)phenyl)-6-(((1-methylcyclobutyl)amino)methyl)-4-(trifluoromethyl)isoindolin-1-one C1(CCC1)[C@H](C=1C=C(C=CC1)N1C(C2=CC(=CC(=C2C1)C(F)(F)F)CNC1(CCC1)C)=O)C1=NN=CN1C